COC1=C(C=C(C=C1)[C@@H]1CC[C@H](CC1)CN(C(=O)[C@@H]1CC[C@H](CC1)CNC(OC(C)(C)C)=O)C1=CC(=CC=C1)C1=CN=C(S1)OC)C tert-Butyl ((trans-4-(((trans-4-(4-methoxy-3-methylphenyl)cyclohexyl)methyl)(3-(2-methoxythiazol-5-yl)phenyl)carbamoyl)cyclohexyl) methyl)carbamate